(S)-homocysteine N[C@@H](CCS)C(=O)O